ethyl (S)-2-(3-((6-((1-(3-cyclopropylphenyl)ethyl)carbamoyl)-1,2-dimethyl-1H-indol-3-yl)methyl)phenoxy)-2-methylpropanoate C1(CC1)C=1C=C(C=CC1)[C@H](C)NC(=O)C1=CC=C2C(=C(N(C2=C1)C)C)CC=1C=C(OC(C(=O)OCC)(C)C)C=CC1